3-(1-oxoisoindolin-2-yl)piperidine O=C1N(CC2=CC=CC=C12)C1CNCCC1